N-(4-chlorophenyl)-7-cyano-3-iodo-N-methyl-imidazo[1,2-a]pyridine-6-carboxamide ClC1=CC=C(C=C1)N(C(=O)C=1C(=CC=2N(C1)C(=CN2)I)C#N)C